C[C@]12CC[C@@H](C([C@@H]1CC[C@@]3([C@@H]2C=CC4=C5CC(CC[C@@]5(CC[C@]43C)C(=O)O)(C)C)C)(C)C)OS(=O)(=O)O The molecule is a pentacyclic triterpenoid that is oleana-11,13(18)-diene substituted by a sulfoxy group at position 3 and a carboxy group at position 28. It has been isolated from the leaves and twigs of Fatsia polycarpa. It has a role as a plant metabolite. It is a monocarboxylic acid, a pentacyclic triterpenoid and a sulfuric ester. It derives from a hydride of an oleanane.